P(=O)(OCCCCCC)(OCCCCCC)OCCN1CCC(CC1)N dihexyl ((4-aminopiperidin-1-yl) ethyl) phosphate